6-{5-chloro-2-[(1-methyl-1H-pyrazol-5-yl)amino]pyrimidin-4-yl}-2-[2-oxo-2-(1,2,3,4-tetrahydroisoquinolin-2-yl)ethyl]-2,3-dihydro-1H-isoindol-1-one ClC=1C(=NC(=NC1)NC1=CC=NN1C)C1=CC=C2CN(C(C2=C1)=O)CC(N1CC2=CC=CC=C2CC1)=O